(1R,2R,5R)-6,6-dimethylbicyclo[3.1.1]heptan CC1([C@@H]2CCC[C@@H]1C2)C